ClC1(C(C1)COC1=NC(=C(C=C1C#N)C(=O)N1CCC(CC1)C1=NOC(=N1)C)C(F)(F)F)Cl 2-[(2,2-Dichlorocyclopropyl)methoxy]-5-[4-(5-methyl-1,2,4-oxadiazol-3-yl)piperidine-1-carbonyl]-6-(trifluoromethyl)pyridine-3-carbonitrile